FC(N1N=C(C=C1)C1=NC(=NC=C1C(F)(F)F)S(=O)(=O)C)F 4-(1-(difluoromethyl)-1H-pyrazol-3-yl)-2-(methylsulfonyl)-5-(trifluoromethyl)pyrimidine